C1N(CC12CCOCC2)C=2OC1=C(N2)C=CC(=C1)N1C=C(C(C=C1C1=CC(=C(C=C1)N1CCCC1)C#N)=O)C(=O)O 1-(2-(7-Oxa-2-azaspiro[3.5]non-2-yl)benzo[d]oxazol-6-yl)-6-(3-cyano-4-(Pyrrolidin-1-yl)phenyl)-4-oxo-1,4-dihydropyridine-3-carboxylic acid